ClN[C@@H](CCC)C(=O)O chloronorvaline